1-(5-(2-fluorophenyl)-1-((3-morpholinophenyl)sulfonyl)-1H-pyrrol-3-yl)-N-methyl-methylamine FC1=C(C=CC=C1)C1=CC(=CN1S(=O)(=O)C1=CC(=CC=C1)N1CCOCC1)CNC